ClC1=C(C#N)C=CC(=N1)C 2-chloro-6-methylnicotinonitrile